Methyl 4-(methylamino)benzoate CNC1=CC=C(C(=O)OC)C=C1